(R)-1,3-dimethyl-piperazine-2-one CN1C([C@H](NCC1)C)=O